C(#N)C1=C(N=C2N(C1=O)C=C(C=C2[C@@H](C)NC2=C(C(=O)O)C=CC=C2)C)N[C@@H](C)C=2C=NC=CC2 2-(((R)-1-(3-cyano-7-methyl-4-oxo-2-(((S)-1-(pyridin-3-yl)ethyl)amino)-4H-pyrido[1,2-a]pyrimidin-9-yl)ethyl)amino)benzoic acid